NC1=CC(=C(C=C1)C1=C2C(=CN=C1)SC(=C2)C#N)C=2C(=NN(C2)CC)C(F)(F)F 4-(4-amino-2-(1-ethyl-3-(trifluoromethyl)-1H-pyrazol-4-yl)phenyl)thieno[2,3-c]pyridine-2-carbonitrile